N-ethyl-5-fluoro-2-((5-(2-(5-hydroxy-6-((2-methoxyethyl)(methyl)amino)-2,5-dimethylhexan-3-yl)-2,6-diazaspiro[3.4]octan-6-yl)-1,2,4-triazin-6-yl)oxy)-N-isopropylbenzamide C(C)N(C(C1=C(C=CC(=C1)F)OC1=C(N=CN=N1)N1CC2(CN(C2)C(C(C)C)CC(CN(C)CCOC)(C)O)CC1)=O)C(C)C